C(C)N1N=NNC1=O 4-ethyl-5-oxo-1,4-dihydro-tetrazole